CN1C=C(C2=C1N=CN=C2N)C2=NC=C(C=N2)C(F)(F)F 7-methyl-5-(5-(trifluoromethyl)pyrimidin-2-yl)-7H-pyrrolo[2,3-d]pyrimidin-4-amine